(1s,3s)-3-(6-bromo-3,3-dimethyl-2-oxo-2,3-dihydro-1H-pyrrolo[3,2-b]pyridin-1-yl)-1-((3ar,6as)-tetrahydro-1H-furo[3,4-c]pyrrol-5(3H)-yl)cyclobutane-1-carbonitrile BrC=1C=C2C(=NC1)C(C(N2C2CC(C2)(C#N)N2C[C@@H]1[C@H](C2)COC1)=O)(C)C